NC1=C(C=C(C=N1)NC(C(=O)N1[C@@H](CC[C@H](C1)C)C=1C=CC2=CN(N=C2C1)C)=O)C1CC1 N-(6-amino-5-cyclopropylpyridin-3-yl)-2-((2S,5R)-5-methyl-2-(2-methyl-2H-Indazol-6-yl)piperidin-1-yl)-2-oxoacetamide